2-(pyridin-2-yloxy)acetic acid hydrochloride Cl.N1=C(C=CC=C1)OCC(=O)O